Cl.C(#N)C=1C=C2CC[C@@H](C2=CC1)N (S)-5-cyano-2,3-dihydro-1H-inden-1-amine HCl